[Si](C)(C)(C(C)(C)C)OCCCC1=C(NC2=C(C=CC=C12)B1OC(C(O1)(C)C)(C)C)C(=O)OCC ethyl 3-(3-{[tert-butyl(dimethyl) silyl]oxy}propyl)-7-(4,4,5,5-tetramethyl-1,3,2-dioxaborolan-2-yl)-1H-indole-2-carboxylate